[4-(2-chlorophenyl)thiazol-2-yl]-1-tetrahydropyran-4-yl-azetidine-3-carboxamide ClC1=C(C=CC=C1)C=1N=C(SC1)C1N(CC1C(=O)N)C1CCOCC1